(2S,4S)-N2-(3-chloro-4-fluorophenyl)-N4-(1-(2-hydroxyethyl)-5-methyl-1H-pyrazol-3-yl)-N2-methyl-1-(6-methyl-4-(trifluoromethyl)pyridin-2-yl)pyrrolidine-2,4-dicarboxamide ClC=1C=C(C=CC1F)N(C(=O)[C@H]1N(C[C@H](C1)C(=O)NC1=NN(C(=C1)C)CCO)C1=NC(=CC(=C1)C(F)(F)F)C)C